ClC1=C2C3=C(N=CN=C3C(=C1C1=NNC3=CC=CC=C13)F)N1[C@H](CO2)CNCC1 (8aS)-6-chloro-4-fluoro-5-(1H-indazol-3-yl)-8,8a,9,10,11,12-hexahydropyrazino[2',1':3,4][1,4]oxazepino[5,6,7-de]quinazoline